NC1=C(C(=O)NC(C)C)C=C(C=N1)C1=C(C=C(C=C1)NC([C@H](C1=C(C=CC=C1)C)O)=O)C (S)-2-amino-5-(4-(2-hydroxy-2-(o-tolyl)acetamido)-2-methylphenyl)-N-isopropylnicotinamide